C1(CC1)[C@@H]1NC2=C(C(N(C=3C=CC(=CC23)NC2=CC(=NC=C2F)N2CC(C(C(C2)C)(F)F)C)C)=O)OCC1(F)F (2S)-2-Cyclopropyl-10-((2-(4,4-difluoro-3,5-dimethylpiperidin-1-yl)-5-fluoropyridin-4-yl)amino)-3,3-difluoro-7-methyl-1,2,3,4-tetrahydro-[1,4]oxazepino[2,3-c]chinolin-6(7H)-on